tert-butyl 3-[4-[6-(difluoromethyl)-2-[(2S,3R)-3-hydroxy-2-methyl-azetidin-1-yl]-5-methyl-pyrimidin-4-yl]pyrazol-1-yl]azetidine-1-carboxylate FC(C1=C(C(=NC(=N1)N1[C@H]([C@@H](C1)O)C)C=1C=NN(C1)C1CN(C1)C(=O)OC(C)(C)C)C)F